(1S,2R,3S,4R,5S)-4-(6-((Dicyclopentylmethyl)amino)-2-(methylthio)-9H-purin-9-yl)-1-((methylthio)methyl)bicyclo[3.1.0]hexane-2,3-diol C1(CCCC1)C(C1CCCC1)NC1=C2N=CN(C2=NC(=N1)SC)[C@H]1[C@@H]([C@@H]([C@@]2(C[C@H]12)CSC)O)O